4-(4-(2,4-difluorophenoxy)piperidin-1-yl)pyridin-3-amine FC1=C(OC2CCN(CC2)C2=C(C=NC=C2)N)C=CC(=C1)F